2Z-cyano-N-(2,5-dibromophenyl)3-hydroxy-2-butenamide C(#N)/C(/C(=O)NC1=C(C=CC(=C1)Br)Br)=C(\C)/O